ClC1=NC(=NC(=N1)C1=CC=2C3(C4=CC=CC=C4C2C=C1)C1=CC=CC=C1C=1C=CC=CC13)C1=CC=CC=C1 2-chloro-4-(9,9'-spirobifluoren-2-yl)-6-phenyl-1,3,5-triazine